sodium (octyloxy)tris(pentafluorophenyl)borate C(CCCCCCC)O[B-](C1=C(C(=C(C(=C1F)F)F)F)F)(C1=C(C(=C(C(=C1F)F)F)F)F)C1=C(C(=C(C(=C1F)F)F)F)F.[Na+]